C(N)(=O)C1=CC=C(C=2C=C(OC21)C)N2CCC(CC2)N(C(OC(C)(C)C)=O)CC tert-butyl N-[1-(7-carbamoyl-2-methyl-1-benzofuran-4-yl)piperidin-4-yl]-N-ethylcarbamate